C(CCCCCCCCCCC)OCCCCCCCCCCCC lauryl (dodecyl) ether